FC1=C(C=CC=C1)C=O 2-fluoro-phenyl-methanone